ClC=1C=C(C=CC1)C1=CC2=C(NC(=N2)CCNCCC=2OC=C(N2)C(=O)NCC2=NC=CC=C2F)C=C1 2-(2-((2-(5-(3-chlorophenyl)-1H-benzo[d]imidazol-2-yl)ethyl)amino)ethyl)-N-((3-fluoropyridin-2-yl)methyl)oxazole-4-carboxamide